(Z)-2,5-difluoro-N'-hydroxy-4-methyl-3-nitrobenzimidamide FC1=C(/C(/N)=N/O)C=C(C(=C1[N+](=O)[O-])C)F